C1(CC1)NCC=1C=CC(=C(C#N)C1)N1C=NC(=C1)C1=NC(=NC=C1C(F)(F)F)NC1CCN(CC1)S(=O)(=O)C 5-((Cyclopropylamino)methyl)-2-(4-(2-((1-(methylsulfonyl)piperidin-4-yl)amino)-5-(trifluoromethyl)pyrimidin-4-yl)-1H-imidazol-1-yl)benzonitrile